C(CCC)OP(=O)(C)CCC(C(=O)O)NC(=O)N 4-[butoxy(methyl)phosphoryl]-2-ureido-butanoic acid